N[C@]12C=3C=CC(NC3C[C@@H](C=C(C1)C)[C@H]2C=C)=O (1R,9S,13R)-1-amino-13-vinyl-11-methyl-6-azatricyclo[7.3.1.02,7]trideca-2(7),3,10-trien-5-one